bis-(γ-trimethoxysilyl-propyl)amine CO[Si](CCCNCCC[Si](OC)(OC)OC)(OC)OC